COC1=CC=C(C=C1)\C=C/C1=CC=CC=C1 (Z)-4-methoxy-stilbene